[13C]([13CH](O)[13CH2]O)(=O)O glyceric acid-1,2,3-13C